C1(C(CCCC1)(N)N)(N)N cyclohexanetetraamine